NCC1=CC=C(C=C1)NC(=O)CCOCCOCCOCCNC(OC(C)(C)C)=O tert-butyl N-(2-{2-[2-(2-{[4-(aminomethyl)phenyl]carbamoyl}ethoxy)ethoxy]ethoxy}ethyl)carbamate